5-[2-(2-methoxypropionyl)-2,7-diazaspiro[3.5]non-7-yl]-N-methyl-7-(trifluoromethyl)thieno[3,2-b]pyridine-3-carboxamide COC(C(=O)N1CC2(C1)CCN(CC2)C2=CC(=C1C(=N2)C(=CS1)C(=O)NC)C(F)(F)F)C